O/C(=C(/C(=O)OCC)\C1=C(OC(C2=CC=C(C=C12)OC)=O)C1=NC=CC=C1)/C Ethyl (E)-3-hydroxy-2-(6-methoxy-1-oxo-3-(pyridin-2-yl)-1H-isochromen-4-yl)but-2-enoate